N-((5-fluoro-2-methoxypyridin-3-yl)methylene)-2-methylpropane-2-sulfinamide FC=1C=C(C(=NC1)OC)C=NS(=O)C(C)(C)C